CN(C(C)(C)C1OCCN(C1)C=1C=CC(=NC1)NC=1C2=C(C(=NC1)C1=C3C(=NC=C1)N(C=C3)C)CNC2=O)C 7-((5-(2-(2-(dimethylamino)-propan-2-yl)morpholino)pyridin-2-yl)amino)-4-(1-methyl-1H-pyrrolo[2,3-b]pyridin-4-yl)-2,3-dihydro-1H-pyrrolo[3,4-c]pyridin-1-one